3-(5-((2-(Cycloheptylmethyl)-1H-imidazol-1-yl)methyl)-6-methylpyridin-3-yl)-3-(1,4-dimethyl-1H-benzo[d][1,2,3]triazol-5-yl)-2,2-dimethylpropanoic acid, Trifluoroacetic acid salt FC(C(=O)O)(F)F.C1(CCCCCC1)CC=1N(C=CN1)CC=1C=C(C=NC1C)C(C(C(=O)O)(C)C)C1=C(C2=C(N(N=N2)C)C=C1)C